FC(C(=O)O)(F)F.N[C@H]1CN(CCC1)C(=O)C1=CC=2N(C=C1)C(=C(N2)C=2N(C1=CC=CC=C1C2)CC2=CC(=CC=C2)OC)C (R)-(3-aminopiperidin-1-yl)(2-(1-(3-methoxybenzyl)-1H-indol-2-yl)-3-methylimidazo[1,2-a]pyridin-7-yl)methanone trifluoroacetate salt